N-((1r,4r)-4-methoxycyclohexyl)-3-methyl-6-(1-methyl-1H-imidazol-5-yl)pyrazine-2-carboxamide COC1CCC(CC1)NC(=O)C1=NC(=CN=C1C)C1=CN=CN1C